COC=1C=C(C=CC1)C1N(CCCC1)C(=O)C1=C(OC=2N=CN=C(C21)NC2(CC2)C)C 5-[2-(3-methoxyphenyl)piperidine-1-carbonyl]-6-methyl-N-(1-methylcyclopropyl)furo[2,3-d]pyrimidin-4-amine